(4Br,8aR)-6,9-dimethyl-4b,7,8,8a-tetrahydrophenanthrene-2,4-diol CC1=C[C@H]2C=3C(=CC(=CC3C=C([C@@H]2CC1)C)O)O